NC=1SN=C2N(C(N(C(C21)=O)C2CCC1(CC3(C(NC(N3)=O)=O)C1)CC2)=O)CCCC 3-Amino-7-butyl-5-(2,4-dioxo-1,3-diazadispiro[4.1.57.15]tridecan-10-yl)isothiazolo[3,4-d]pyrimidine-4,6(5H,7H)-dione